FC=1C=NC(=NC1)NC1CCNCC1 5-fluoro-N-(piperidin-4-yl)pyrimidin-2-amine